C(#N)CC(=O)C1=CC=C(C(=O)NCC2=C(C=CC=C2)C(F)(F)F)C=C1 4-(2-cyanoacetyl)-N-[2-(trifluoromethyl)benzyl]benzamide